COC1=CC=C(OC=2C=C(C=O)C=CC2)C=C1 3-(4-methoxyphenoxy)benzaldehyde